2-(2-hydroxy-prop-2-yl)-1,3-thiazole-5-sulfonamide OC(C)(C)C=1SC(=CN1)S(=O)(=O)N